4-(4,4,5,5-tetramethyl-1,3,2-dioxaborolan-2-yl)-5-[2-(triisopropylsilyl)ethynyl]naphthalen-2-amine CC1(OB(OC1(C)C)C1=CC(=CC2=CC=CC(=C12)C#C[Si](C(C)C)(C(C)C)C(C)C)N)C